CCCC(CCC)N 4-heptylamine